OC(C)(C)C(C)(C)O.FC(C1=CC=C(COB(O)O)C=C1)(F)F 4-trifluoromethyl-benzylborate-pinacol